2'-chloro-5'-methoxy-6-methyl-N-(5-{methyl-[(1s,4s)-4-methoxycyclohexyl]carbamoyl}-1,3,4-thiadiazol-2-yl)-[4,4'-bipyridine]-3-carboxamide ClC1=NC=C(C(=C1)C1=C(C=NC(=C1)C)C(=O)NC=1SC(=NN1)C(N(C1CCC(CC1)OC)C)=O)OC